6-chloro-3-cyclopropyl-N-(4-(1-isopropyl-4-(trifluoromethyl)-1H-imidazol-2-yl)benzyl)pyridazin-4-amine ClC1=CC(=C(N=N1)C1CC1)NCC1=CC=C(C=C1)C=1N(C=C(N1)C(F)(F)F)C(C)C